3-(tert-butyl-dimethyl-silanyloxy)-2-(3-methoxybenzyl)-propionic acid C(C)(C)(C)[Si](OCC(C(=O)O)CC1=CC(=CC=C1)OC)(C)C